1,23-diiodo-11-tricosene ICCCCCCCCCCC=CCCCCCCCCCCCI